Methyl 3,4-bis(2-(2-(2-(benzyloxy)ethoxy)ethoxy)ethoxy)-5-(2-(2-(2-((4-methoxybenzyl)oxy)ethoxy) ethoxy)ethoxy)benzoate C(C1=CC=CC=C1)OCCOCCOCCOC=1C=C(C(=O)OC)C=C(C1OCCOCCOCCOCC1=CC=CC=C1)OCCOCCOCCOCC1=CC=C(C=C1)OC